5-chloro-1'-[(1-methylpyrazol-4-yl)methyl]spiro[isoindoline-3,4'-piperidine]-1-one ClC=1C=C2C(=CC1)C(NC21CCN(CC1)CC=1C=NN(C1)C)=O